C1(CC1)CN[C@H]1CN(CCC1)C1=CC(N(C=C1)C(C)N1N=NC(=C1)C1=NC(=CN=C1)N1CCCC1)=O 4-((R)-3-((cyclopropylmethyl)amino)piperidin-1-yl)-1-(1-(4-(6-(pyrrolidin-1-yl)pyrazin-2-yl)-1H-1,2,3-triazol-1-yl)ethyl)pyridin-2(1H)-one